C(C)(=O)OCCCCC(=O)O 5-Acetoxypentanoic acid